(R)-2,4-bis[(tert-butoxycarbonyl)amino]butanoic acid C(C)(C)(C)OC(=O)N[C@@H](C(=O)O)CCNC(=O)OC(C)(C)C